N-[(2,4-dimethoxyphenyl)methyl]pyridazin-4-amine COC1=C(C=CC(=C1)OC)CNC1=CN=NC=C1